NC1=C(C=CC(=C1)NCC1=CC=C(C=C1)C(F)(F)F)NC(=O)C1CC1 N-(2-Amino-4-((4-(trifluoromethyl)benzyl)amino)phenyl)cyclopropancarboxamid